ClC1=CC=C(C=C1)C1=C(CCC(C1)(C)C)CN1CN(CC1)CC=1C=C2CN(C(C2=CC1)=O)C1C(NC(CC1)=O)=O 3-(5-((3-((4'-chloro-5,5-dimethyl-3,4,5,6-tetrahydro-[1,1'-biphenyl]-2-yl)methyl)imidazolidin-1-yl)methyl)-1-oxoisoindolin-2-yl)piperidine-2,6-dione